C(C)CC(C)S(=O)N ethyl-propane-2-sulfinamide